fluoro-methylsulfonylmethane FCS(=O)(=O)C